FC(C=1C=NN(C1)[C@H]1[C@@H](CC1)C=1NC(C2=C(N1)N(N=C2C#N)[C@@H](C)C=2C=NC(=CC2)C(F)(F)F)=O)F 6-((1R,2R)-2-(4-(difluoromethyl)-1H-pyrazol-1-yl)cyclobutyl)-4-oxo-1-((S)-1-(6-(trifluoromethyl)pyridin-3-yl)ethyl)-4,5-dihydro-1H-pyrazolo[3,4-d]pyrimidine-3-carbonitrile